NC1=C(C=C(C=N1)NC(C(=O)N1[C@H](CC[C@@H](C1)C)C=1C=C2C=CN=CC2=CC1)=O)C |o1:12,15| rel-N-(6-amino-5-methyl-3-pyridyl)-2-[(2R,5S)-2-(6-Isoquinolyl)-5-methyl-1-piperidyl]-2-oxo-acetamide